(4-amino-3,5-difluorophenyl)(6-fluoro-8-(4-methoxy-1,2-dimethyl-6-(trifluoromethyl)-1H-benzo[d]imidazol-5-yl)imidazolo[1,2-a]pyridin-3-yl)methanone NC1=C(C=C(C=C1F)C(=O)C1=CN=C2N1C=C(C=C2C2=C(C1=C(N(C(=N1)C)C)C=C2C(F)(F)F)OC)F)F